ClC1=CC=C(C=C1)C1=CC=2C3=C(C=NC2C=C1)N(C(N3C3=CC(=C(C=C3C)N3CCN(CC3)C(=O)N)C#N)=N)C 4-(4-(8-(4-Chlorophenyl)-2-imino-3-methyl-2,3-dihydro-1H-imidazo[4,5-c]quinolin-1-yl)-2-cyano-5-methylphenyl)piperazine-1-carboxamide